6-(2,3-dihydrobenzo[b][1,4]dioxin-6-yl)-1-(2-morpholinoethyl)-2-oxo-N-(spiro[3.3]hept-2-yl)-1,2-dihydro-1,8-naphthyridine-3-carboxamide O1C2=C(OCC1)C=C(C=C2)C=2C=C1C=C(C(N(C1=NC2)CCN2CCOCC2)=O)C(=O)NC2CC1(C2)CCC1